2-bromo-5-nitro-N-(2-(pyridin-2-yl)ethyl)benzenesulfonamide BrC1=C(C=C(C=C1)[N+](=O)[O-])S(=O)(=O)NCCC1=NC=CC=C1